OC=1C(=C(CN[C@@H](CCOC2CC(C2)CCC2=NC=3NCCCC3C=C2)C(=O)O)C(=CN1)C)C N-(2-hydroxy-3,5-dimethylisonicotinyl)-O-((1R,3R)-3-(2-(5,6,7,8-tetrahydro-1,8-naphthyridin-2-yl)ethyl)cyclobutyl)homoserine